O=C1NC(CCC1C1=NN(C2=C(C=CC=C12)OCC(=O)NCC1=NOC(=N1)C1=CC=CC=C1)C)=O 2-((3-(2,6-dioxopiperidin-3-yl)-1-methyl-1H-indazol-7-yl)oxy)-N-((5-phenyl-1,2,4-oxadiazol-3-yl)methyl)acetamide